(8aS)-benzyl 7-acetamido-8-allyl-7-(tert-butylcarbamoyl)hexahydropyrrolo[1,2-a]pyrazine-2(1H)-carboxylate C(C)(=O)NC1(C([C@@H]2N(CCN(C2)C(=O)OCC2=CC=CC=C2)C1)CC=C)C(NC(C)(C)C)=O